C(#N)C1=CC(=C(C=C1)N1C(=CCC2=C(N=CC(=C12)C)OCC)C)OC (4S)-(4-cyano-2-methoxyphenyl)-5-ethoxy-2,8-dimethyl-1,4-dihydro-1,6-naphthyridine